6-cyano-1H-indol C(#N)C1=CC=C2C=CNC2=C1